C(OC1CC1)(OC1=CC=C(C=C1)[N+](=O)[O-])=O Cyclopropyl (4-nitrophenyl) carbonate